4-methyl-1-(2,2,2-trifluoroethyl)-1H-pyrazol-3-amine CC=1C(=NN(C1)CC(F)(F)F)N